ClC1=CC(=C(CN2C(=NC3=C2C=C(C(=C3)F)F)N3C[C@H]([C@@H](CC3)F)N)C=C1)OC (3r,4r)-1-(1-(4-chloro-2-methoxybenzyl)-5,6-difluoro-1H-benzoimidazol-2-yl)-4-fluoro-3-piperidinamine